2,2-bis-(hydroxymethyl)-propionic acid OCC(C(=O)O)(C)CO